Montanyl Tricosylate C(CCCCCCCCCCCCCCCCCCCCCC)(=O)OCCCCCCCCCCCCCCCCCCCCCCCCCCCC